(Z)-5-((3,5-difluorobenzyl)amino)-3-(thiophen-2-ylmethylene)indolin-2-one FC=1C=C(CNC=2C=C3/C(/C(NC3=CC2)=O)=C/C=2SC=CC2)C=C(C1)F